O[C@@H]1CN(CC1)C(=O)N1CCNCC1 [(3S)-3-hydroxypyrrolidin-1-yl]-piperazin-1-yl-methanone